N-[(2S)-1,4-dioxan-2-ylmethyl]-8'-methyl-2'-(pyridin-2-ylmethyl)-2',5'-dihydrospiro[cyclobutane-1,4'-furo[2,3-g]indazole]-7'-carboxamide O1[C@H](COCC1)CNC(=O)C1=C(C2=C(CC3(C4=CN(N=C24)CC2=NC=CC=C2)CCC3)O1)C